N-(3-chlorobenzyl)-2-(pyridin-4-yl)imidazo[1,2-a]pyrazin-3-amine ClC=1C=C(CNC2=C(N=C3N2C=CN=C3)C3=CC=NC=C3)C=CC1